CN(CCCN1N=CC(=C1)C=1N=C(C=2N(C1)N=CC2)C=2C=NN(C2)C(CC)CC)C N,N-dimethyl-3-(4-(4-(1-(pentan-3-yl)-1H-pyrazol-4-yl)pyrazolo[1,5-a]pyrazin-6-yl)-1H-pyrazol-1-yl)propan-1-amine